Pyridine-2-carboxyamide N1=C(C=CC=C1)CC(=O)N